S(=O)(=O)(N=C=O)Cl sulfurisocyanatidic chloride